3-(methylamino)-2-{4-[(pyridin-3-ylmethoxy)methyl]phenyl}imidazo[1,2-a]pyridine-7-carbonitrile CNC1=C(N=C2N1C=CC(=C2)C#N)C2=CC=C(C=C2)COCC=2C=NC=CC2